CC1=C(C(=C(C=C1)C(C(=O)OC(CCC)C(C(CCC)OC(C(=O)C1=C(C(=C(C=C1)C)C)C)=O)C)=O)C)C 5-methyl-4,6-nonanediol ditrimethylphenylglyoxylate